1-benzyl-5-chloro-4-(2-methoxyvinyl)-1H-pyrazole-3-carboxylic acid ethyl ester C(C)OC(=O)C1=NN(C(=C1C=COC)Cl)CC1=CC=CC=C1